N(C1=CC=CC=C1)C1=C2C(N(N(C2=NC=N1)C1=NC(=CC=C1)OC1CCN(CC1)C)CC)=O anilino-2-ethyl-1-[6-(1-methyl-4-piperidyloxy)-2-pyridyl]-1,2-dihydro-3H-1,2,5,7-tetraazainden-3-one